3,5-dimethyl-6-heptene CC(CC)CC(C=C)C